1-(7,8-Dichloro-4-(1H-Imidazol-1-Yl)Quinolin-2-Yl)-3-(Hydroxymethyl)Pyrrolidine-2-Carboxylic Acid ClC1=CC=C2C(=CC(=NC2=C1Cl)N1C(C(CC1)CO)C(=O)O)N1C=NC=C1